C1(CC1)NC(=O)C1=CN=C2N1N=C(C=C2N(C)CC2=CC=C(C=C2)OC)NC=2C(N(C=CC2)C2=NC=C(C=C2)C(=O)[O-])=O 3-{[3-(cyclopropylcarbamoyl)-8-{[(4-methoxyphenyl) methyl] (methyl) amino} imidazo[1,2-b]pyridazin-6-yl] amino}-2-oxo-[1,2'-bipyridine]-5'-carboxylate